C1(=CC=C(C=C1)N(C1=C2C3=CC=CC=C3OC2=CC(=C1)C1=CC=CC=C1)C1=CC=C(C=C1)C1=CC=CC=C1)C1=CC=CC=C1 N,N-bis({[1,1'-biphenyl]-4-yl})-5-phenyl-8-oxatricyclo[7.4.0.02,7]trideca-1(13),2,4,6,9,11-hexaen-3-amine